2-(2,2-difluoro-1-methyl-ethoxy)-6-[5-[(6-methylpyridazin-3-yl)amino]benzimidazol-1-yl]pyridine-3-carboxamide FC(C(OC1=NC(=CC=C1C(=O)N)N1C=NC2=C1C=CC(=C2)NC=2N=NC(=CC2)C)C)F